C(CCCCCCCCCCCCCC)C(CO)CCCCCCCCCCCCCCCCC 2-pentadecyl-1-nonadecanol